1-[2-(4-fluorophenyl)-7,7-dimethyl-3-(pyridin-4-yl)-6,7-dihydropyrazolo[1,5-a]pyrazin-5(4H)-yl]prop-2-en-1-one FC1=CC=C(C=C1)C1=NN2C(CN(CC2(C)C)C(C=C)=O)=C1C1=CC=NC=C1